4-(7a-(hydroxymethyl)hexahydro-1H-pyrrolizin-3-yl)-benzonitrile OCC12CCCN2C(CC1)C1=CC=C(C#N)C=C1